[Na+].C(C=CC)(=O)[O-] butenoic acid sodium salt